CC1(CNC=N[C@@H]1C1=CC=CC=C1)C (R)-5,5-dimethyl-6-phenyl-3,4,5,6-tetrahydropyrimidine